FC1=C(C(=CC(=C1)OCCCC1CCN(CC1)C1=NC=C(C=N1)CCC)F)CC(=O)NCCCCC[N+](CC)(CC)CC 5-[[2-[2,6-difluoro-4-[3-[1-(5-propylpyrimidin-2-yl)-4-piperidinyl]propoxy]phenyl]acetyl]amino]pentyl-triethylammonium